BrC=1C(=NC(=NC1)Cl)NC=1C=NC2=CC=CC=C2C1P(C)(C)=O (3-((5-bromo-2-chloropyrimidin-4-yl)amino)quinolin-4-yl)dimethylphosphine oxide